N-(2-(dimethylamino)ethyl)-5-(4-fluorophenoxy)-1-isobutyl-1H-indazole-6-carboxamide CN(CCNC(=O)C1=C(C=C2C=NN(C2=C1)CC(C)C)OC1=CC=C(C=C1)F)C